piperazine-1-Formate N1(CCNCC1)C(=O)[O-]